methyl ((2-(3'-(7-cyano-5-(pyrrolidin-1-ylmethyl)-1H-benzo[d]imidazol-2-yl)-2,2'-dimethyl-[1,1'-biphenyl]-3-yl)-6-(difluoromethoxy)benzo[d]oxazol-5-yl)methyl)-L-prolinate C(#N)C1=CC(=CC2=C1NC(=N2)C=2C(=C(C=CC2)C2=C(C(=CC=C2)C=2OC1=C(N2)C=C(C(=C1)OC(F)F)CN1[C@@H](CCC1)C(=O)OC)C)C)CN1CCCC1